ClC1=NC2=C(C(=C(C=C2C(=C1C(=O)OCC)N[C@H]1[C@H]2CN([C@@H]1C2)C(=O)OC(C)(C)C)CCC#N)C2=C(C(=CC=C2)Cl)Cl)F tert-Butyl (1R,4R,5S)-5-((2-chloro-6-(2-cyanoethyl)-7-(2,3-dichlorophenyl)-3-(ethoxycarbonyl)-8-fluoroquinolin-4-yl)amino)-2-azabicyclo[2.1.1]hexane-2-carboxylate